((3AR,4R,6R,6AR)-6-(5-AMINO-3-OXO-1,2,4-TRIAZIN-2(3H)-YL)-2,2-DIMETHYLTETRAHYDROFURO[3,4-D][1,3]DIOXOL-4-YL)METHYL-(((9H-FLUOREN-9-YL)METHOXY)CARBONYL)-L-ISOLEUCINATE NC1=NC(N(N=C1)[C@@H]1O[C@@H]([C@@H]2[C@H]1OC(O2)(C)C)CN([C@@H]([C@@H](C)CC)C(=O)[O-])C(=O)OCC2C1=CC=CC=C1C=1C=CC=CC21)=O